C(C1=CC=CC=C1)(C1=CC=CC=C1)(C1=CC=CC=C1)OCCOCCOCCOCCO 2-[2-[2-(2-trityloxyethoxy)ethoxy]ethoxy]ethanol